1-(4-(2-methyl-1-phenyl-1H-benzimidazol-5-yl)phenyl)-3-(2-morpholinoethyl)urea CC1=NC2=C(N1C1=CC=CC=C1)C=CC(=C2)C2=CC=C(C=C2)NC(=O)NCCN2CCOCC2